2-Chloro-4-(naphthalen-2-yl)-6-phenyl-1,3,5-triazine ClC1=NC(=NC(=N1)C1=CC2=CC=CC=C2C=C1)C1=CC=CC=C1